S1C(=NC=C1)NC(=O)C=1OC(=CC1)[N+](=O)[O-] N-(Thiazol-2-yl)-5-Nitrofuran-2-carboxamide